COC=1C=C(C=C(C1)[C@@H](C)NC(C1=C(C=CC(=C1)C1CCN(CC1)C)C)=O)C=1C=C(SC1)C(=O)NC 4-[3-Methoxy-5-[(1R)-1-[[2-methyl-5-(1-methyl-4-piperidyl)benzoyl]amino]ethyl]phenyl]-N-methyl-thiophene-2-carboxamide